ClC1=CC(=CN=N1)NCC=1N=C2N(C=C(C=C2N2CCN(CC2)C)C2CC2)C1 6-chloro-N-((6-cyclopropyl-8-(4-methylpiperazin-1-yl)imidazo[1,2-a]pyridin-2-yl)methyl)pyridazin-4-amine